9-(1-methylpiperazin-4-yl)pyrido[2,3-b]phenazine-5,12-dione CN1CCN(CC1)C1=CC=C2N=C3C(C4=C(C(C3=NC2=C1)=O)N=CC=C4)=O